4-bromophenyltrityl sulfide BrC1=CC=C(C=C1)C1=C(C(C2=CC=CC=C2)(C2=CC=CC=C2)SC(C2=C(C=CC=C2)C2=CC=C(C=C2)Br)(C2=CC=CC=C2)C2=CC=CC=C2)C=CC=C1